N-(indolin-6-yl)-3-((4-methylpiperazin-1-yl)methyl)-5-(trifluoromethyl)benzamide N1CCC2=CC=C(C=C12)NC(C1=CC(=CC(=C1)C(F)(F)F)CN1CCN(CC1)C)=O